2-(3,4-Dihydroxyphenyl)-2-oxoacetaldehyde OC=1C=C(C=CC1O)C(C=O)=O